(R)-(1,3-dimethyl-azetidin-3-yl)-[5-(3,3-dimethyl-pyrrolidin-1-yl)-pyridin-3-yl]-(4-isopropyl-phenyl)-methanol CN1CC(C1)(C)[C@](O)(C1=CC=C(C=C1)C(C)C)C=1C=NC=C(C1)N1CC(CC1)(C)C